6-(3-(6-cyclopropylpyridin-3-yl)-7,8-dihydro-1,6-naphthyridin-6(5H)-yl)-5-methyl-N-(thiazol-4-ylmethyl)nicotinamide C1(CC1)C1=CC=C(C=N1)C=1C=NC=2CCN(CC2C1)C1=NC=C(C(=O)NCC=2N=CSC2)C=C1C